1-(4-(tert-butoxy)-2-(((S)-1-methylpyrrolidin-2-yl)methoxy)imidazo[2,1-f][1,2,4]triazin-7-yl)-2,3-dihydro-1H-inden-1-ol C(C)(C)(C)OC1=NC(=NN2C1=NC=C2C2(CCC1=CC=CC=C21)O)OC[C@H]2N(CCC2)C